3-(2-((4-fluorobenzyl)oxy)-4-((2,2,2-trifluoroethyl)sulfonamido)phenyl)-5-(pyrazin-2-ylamino)-1H-pyrazole-4-carboxamide FC1=CC=C(COC2=C(C=CC(=C2)NS(=O)(=O)CC(F)(F)F)C2=NNC(=C2C(=O)N)NC2=NC=CN=C2)C=C1